FC1(C[C@H](N(C1)C)COC=1N=C(C2=C(N1)CN(CC2)C2=CC=CC1=CC=CC(=C21)C)N2C[C@@H](NCC2)CC#N)F 2-[(2S)-4-[2-[[(2S)-4,4-difluoro-1-methyl-pyrrolidin-2-yl]methoxy]-7-(8-methyl-1-naphthyl)-6,8-dihydro-5H-pyrido[3,4-d]pyrimidin-4-yl]piperazin-2-yl]acetonitrile